(S)-N-(2-(4-(cyclopropanesulfonamido)pyridin-2-yl)-1-methoxypropan-2-yl)-5-(6-ethoxypyrazin-2-yl)thiazole-2-carboxamide C1(CC1)S(=O)(=O)NC1=CC(=NC=C1)[C@](COC)(C)NC(=O)C=1SC(=CN1)C1=NC(=CN=C1)OCC